4-[[3-fluoro-2-methoxy-propyl]-[4-(5,6,7,8-tetrahydro-1,8-naphthyridin-2-yl)butyl]amino]-2-[[1-(4-methoxy-6-methyl-pyrimidin-5-yl)cyclopropanecarbonyl]amino]butanoic acid FCC(CN(CCC(C(=O)O)NC(=O)C1(CC1)C=1C(=NC=NC1C)OC)CCCCC1=NC=2NCCCC2C=C1)OC